[Pt](I)I.C(CN)N ethylenediamine platinum (II) iodide